Cl.S1C(=NC2=NC=CN=C21)N [1,3]thiazolo[4,5-b]pyrazin-2-amine hydrochloride